C1(CCC1)NC(=O)C1=CN=C2N1N=C(C=C2NC)N2CCC1=C(C=CC=C21)C2=NC=C(C=C2F)C=O N-cyclobutyl-6-(4-(3-fluoro-5-formylpyridin-2-yl)indolin-1-yl)-8-(methylamino)imidazo[1,2-b]pyridazine-3-carboxamide